ClC1=CC=C(C=C1)C(CNC(OC(C)(C)C)=O)=O tert-butyl (2-(4-chlorophenyl)-2-oxoethyl)carbamate